C(C)OC(=O)C=1N=C(SC1)C 2-methylthiazole-4-carboxylic acid ethyl ester